4-[(2R)-3-(3,4-dihydro-1H-isoquinolin-2-yl)-2-hydroxypropyl]-8-[4-(methylamino)cyclohexoxy]-2,3-dihydro-1,4-benzoxazepin-5-one dihydrochloride Cl.Cl.C1N(CCC2=CC=CC=C12)C[C@H](CN1CCOC2=C(C1=O)C=CC(=C2)OC2CCC(CC2)NC)O